ClC1=NC=C(C=N1)OC1CN(CC1)C 2-chloro-5-(1-methylpyrrolidin-3-yl)oxy-pyrimidine